(1S,5R)-3-((8-methyl-4-oxo-3,4-dihydroquinazolin-2-yl)methyl)-1,2,3,4,5,6-hexahydro-8H-1,5-methanopyrido[1,2-a][1,5]diazocin-8-one CC=1C=CC=C2C(NC(=NC12)CN1C[C@H]2C=3N(C[C@@H](C1)C2)C(C=CC3)=O)=O